OC/C(=C/C(=O)OC)/C Methyl (E)-4-hydroxy-3-methylbut-2-enoate